2-(8-bromo-3,6-dimethyl-4-oxo-3,4-dihydroquinazolin-2-yl)benzonitrile BrC=1C=C(C=C2C(N(C(=NC12)C1=C(C#N)C=CC=C1)C)=O)C